[Li+].NC1=NC=NN2C1=CC=C2C2=C[C@H](N(C2)C(=O)OC(C)(C)C)C(=O)[O-] (S)-4-(4-aminopyrrolo[2,1-f][1,2,4]triazin-7-yl)-1-(tert-butoxycarbonyl)-2,5-dihydro-1H-pyrrole-2-carboxylic acid, lithium salt